(S)-4-((4-(Chloromethyl)-2-fluorobenzyl)amino)-2-(2,6-dioxopiperidin-3-yl)isoindoline-1,3-dione ClCC1=CC(=C(CNC2=C3C(N(C(C3=CC=C2)=O)[C@@H]2C(NC(CC2)=O)=O)=O)C=C1)F